N-(2-fluorobenzyl)-4-((4-(4-(hydroxyformamido)benzyl)piperazin-1-yl)methyl)benzamide FC1=C(CNC(C2=CC=C(C=C2)CN2CCN(CC2)CC2=CC=C(C=C2)NC(=O)O)=O)C=CC=C1